C[C@H]1CC[C@@H](N(C1)C(=O)OC(C)(C)C)C=1C=CC2=CN(N=C2C1)[C@@H]1CN(C[C@H](C1)C)C tert-butyl (2R,5S)-5-methyl-2-[2-[(3S,5S)-1,5-dimethyl-3-piperidyl]indazol-6-yl]piperidine-1-carboxylate